2-hydroxy-3-methyl-1-phenyl-pent-4-en-1-one OC(C(=O)C1=CC=CC=C1)C(C=C)C